BrC1=CC(=C(C=C1)CC(=O)O)[N+](=O)[O-] 2-(4-bromo-2-nitro-phenyl)acetic acid